C(C)[C@H]1N(C[C@@H](N(C1)C=1C2=C(N(C(N1)=O)C)C=CC(=N2)C#N)C)C(C=2N=C(SC2)C(F)(F)F)C2=CC=C(C=C2)F 4-((2S,5R)-5-Ethyl-4-((4-fluorophenyl)(2-(trifluoromethyl)thiazol-4-yl)methyl)-2-methylpiperazin-1-yl)-1-methyl-2-oxo-1,2-dihydropyrido[3,2-d]pyrimidine-6-carbonitrile